((2R,6R)-4-(2-fluoro-4-(methylsulfonyl)benzoyl)-2,6-dimethylpiperazin-1-yl)(2-fluoro-4-methoxyphenyl)methanone FC1=C(C(=O)N2C[C@H](N([C@@H](C2)C)C(=O)C2=C(C=C(C=C2)OC)F)C)C=CC(=C1)S(=O)(=O)C